N-(5-(2,3-Dihydrobenzo[b][1,4]dioxine-6-carboxamido)-2-methylpyridin-3-yl)-2-methylquinoline-6-carboxamide O1C2=C(OCC1)C=C(C=C2)C(=O)NC=2C=C(C(=NC2)C)NC(=O)C=2C=C1C=CC(=NC1=CC2)C